C(=O)O.FC1=CC=2N(C=C1)C(=CN2)C2=C1CNC(C1=C(C=C2)NC2=NC(=C(C=C2)[C@H]2COCC2)CN2CCCC2)=O (S)-4-(7-fluoro-imidazo[1,2-a]pyridin-3-yl)-7-((6-(pyrrolidin-1-ylmethyl)-5-(tetrahydrofuran-3-yl)pyridin-2-yl)amino)isoindolin-1-one Formic acid salt